The molecule is a lignan that consists of tetrahydro-1H,3H-furo[3,4-c]furan substituted by 1,3-benzodioxole groups at positions 1 and 4 (the 1S,3aR,4S,6aR stereoisomer). Isolated from Cinnamomum camphora, it exhibits cytotoxic activity. It has a role as an antineoplastic agent, a neuroprotective agent and a plant metabolite. It is a lignan, a member of benzodioxoles and a furofuran. C1[C@H]2[C@H](CO[C@@H]2C3=CC4=C(C=C3)OCO4)[C@H](O1)C5=CC6=C(C=C5)OCO6